6-amino-2-(4,4-difluoro-3-vinylpiperidin-1-yl)-3-methylpyrimidin-4(3H)-one NC1=CC(N(C(=N1)N1CC(C(CC1)(F)F)C=C)C)=O